(2R,3S,4R,5S)-4-[[3-[2-(Difluoromethoxy)-3,4-difluorophenyl]-4,5-dimethyl-5-(trifluoromethyl)tetrahydrofuran-2-carbonyl]-amino]-5-methyl-pyridin-2-carboxamid FC(OC1=C(C=CC(=C1F)F)[C@H]1[C@@H](O[C@@]([C@@H]1C)(C(F)(F)F)C)C(=O)NC1=CC(=NC=C1C)C(=O)N)F